C(C)(C)(C)OC(=O)C1=C(C=CC=C1)C1C2C=CC(C1)C2 5-(tert-butoxycarbonylphenyl)-bicyclo[2.2.1]Hept-2-ene